7-(2-(4-(6-fluorobenzofuran-4-yl)piperazin-1-yl)ethyl)-3,4-dihydroquinolin-2(1H)-one-3,3-d2 FC1=CC2=C(C=CO2)C(=C1)N1CCN(CC1)CCC1=CC=C2CC(C(NC2=C1)=O)([2H])[2H]